6-(1-acetylpiperidin-4-yl)-2-methyl-1,7-dioxo-1,2,6,7-tetrahydropyrido[3,4-d]pyridazin-4-yl trifluoromethanesulfonate FC(S(=O)(=O)OC1=NN(C(C=2C1=CN(C(C2)=O)C2CCN(CC2)C(C)=O)=O)C)(F)F